(tert-butoxycarbonylmethylene)triphenylphosphinane C(C)(C)(C)OC(=O)C=C1C(P(CCC1)C1=CC=CC=C1)(C1=CC=CC=C1)C1=CC=CC=C1